3-Methyloctadecanoic acid CC(CC(=O)O)CCCCCCCCCCCCCCC